BrC=1C=C(C2=CN(N=C2C1)C(C(=O)[Li])C1=C2N(C=N1)CCC2)F [2-(6-bromo-4-fluoro-indazol-2-yl)-2-(6,7-dihydro-5H-pyrrolo[1,2-c]imidazol-1-yl)acetyl]lithium